Cl.ClC=1C=CN=C2C=CC(=NC12)O 8-chloro-1,5-naphthyridin-2-ol hydrochloride